NC([C@H](CCC(=O)OC(C)(C)C)N1C(C2=CC=C(C=C2C1)C1=NC(=C(C=C1C#N)C(F)(F)F)N)=O)=O tert-butyl (S)-5-amino-4-(5-(6-amino-3-cyano-5-(trifluoromethyl) pyridin-2-yl)-1-oxoisoindolin-2-yl)-5-oxovalerate